C1(=CC=CC=C1)[C@H]1N(C(OC1)=O)C(=O)[C@@H]1CN(CC12CN(C2)C(=O)C2(CC2)C(F)(F)F)C(=O)C=2C=NN(C2)CC2=CC=C(C=C2)C(F)(F)F (R)-4-Phenyl-3-((S)-6-(1-(4-(trifluoromethyl)benzyl)-1H-pyrazole-4-carbonyl)-2-(1-(trifluoromethyl)cyclopropane-1-carbonyl)-2,6-diazaspiro[3.4]octane-8-carbonyl)oxazolidin-2-one